(3,5-dichloro-4-((3,3-difluoro-2'-oxospiro[cyclobutane-1,3'-indolin]-5'-yl)oxy)phenyl)-3,5-dioxo-2,3,4,5-tetrahydro-1,2,4-triazine-6-carbonitrile ClC=1C=C(C=C(C1OC=1C=C2C3(C(NC2=CC1)=O)CC(C3)(F)F)Cl)N3N=C(C(NC3=O)=O)C#N